Octyl-Glycidylether C(CCCCCCC)OCC1CO1